ClC=1C=C([O-])C=C(C1Cl)Cl 3,4,5-trichlorophenoxide